N-(3-(2-((6-(4-((3R,5R,7R)-adamantane-1-carbonyl)piperazin-1-yl)-2-methoxypyridine-3-yl)amino)-5-methyl-7-oxopyrido[2,3-d]pyrimidin-8(7H)-yl)phenyl)cyclopropanecarboxamide C12(CC3CC(CC(C1)C3)C2)C(=O)N2CCN(CC2)C2=CC=C(C(=N2)OC)NC=2N=CC3=C(N2)N(C(C=C3C)=O)C=3C=C(C=CC3)NC(=O)C3CC3